tert-butyl N-[3-(N-hydroxy carbamimidoyl)-1-bicyclo[1.1.1]pentanyl]carbamate ONC(=N)C12CC(C1)(C2)NC(OC(C)(C)C)=O